(2S,3R,4R,5R,6R)-4-(4-(4-bromo-2,3-difluorophenyl)-1H-1,2,3-triazol-1-yl)-2-(4-(5-chloro-2-(trifluoromethyl)phenyl)-4H-1,2,4-triazol-3-yl)-6-(hydroxymethyl)tetrahydro-2H-pyran-3,5-diol BrC1=C(C(=C(C=C1)C=1N=NN(C1)[C@@H]1[C@H]([C@@H](O[C@@H]([C@@H]1O)CO)C1=NN=CN1C1=C(C=CC(=C1)Cl)C(F)(F)F)O)F)F